C(C)(C)(C)OCCOCCO diethyleneglycol tertbutyl ether